(3,3-dimethylbut-1-yn-1-yl)trifluoroborate CC(C#C[B-](F)(F)F)(C)C